ClC=1C(=NC=CC1)OC[C@H](C)NC1=NC(=NC(=C1Cl)C(F)F)C (S)-N-(1-((3-chloropyridin-2-yl)oxy)propan-2-yl)-5-chloro-2-methyl-6-difluoromethylpyrimidin-4-amine